BrC=1C=C(C(=NC1)OC1=C(C(=C(C=C1)F)F)OC)C(=O)NC1=CN=NC=C1 5-bromo-2-(3,4-difluoro-2-methoxy-phenoxy)-N-pyridazin-4-yl-pyridine-3-carboxamide